(rac)-1-(4-bromo-5-ethyl-1-methyl-1H-pyrazol-3-yl)-2-phenylethan-1-ol BrC=1C(=NN(C1CC)C)[C@@H](CC1=CC=CC=C1)O |r|